6-(2-isopropoxyethoxy)-4-(6-(piperazin-1-yl)pyridin-3-yl)pyrazolo[1,5-a]pyridine-3-carbonitrile dihydrochloride Cl.Cl.C(C)(C)OCCOC=1C=C(C=2N(C1)N=CC2C#N)C=2C=NC(=CC2)N2CCNCC2